N-[3-(3-acetylphenyl)-6-[4-(morpholine-4-carbonyl)phenyl]imidazo[1,2-a]pyridin-8-yl]acetamide C(C)(=O)C=1C=C(C=CC1)C1=CN=C2N1C=C(C=C2NC(C)=O)C2=CC=C(C=C2)C(=O)N2CCOCC2